3-(7-(2-(cyclohexylamino)-2-oxoethoxy)naphthalen-2-yl)-3-(2,2-difluorobenzo[d][1,3]dioxol-5-yl)propanoic acid C1(CCCCC1)NC(COC1=CC=C2C=CC(=CC2=C1)C(CC(=O)O)C1=CC2=C(OC(O2)(F)F)C=C1)=O